FC=1C=C(C=C(C1)F)N1C(N([C@@H](C1)C#N)C1=CN=CC2=CC=CC=C12)=O (S)-1-(3,5-difluorophenyl)-3-(isoquinolin-4-yl)-2-oxoimidazoline-4-carbonitrile